N1(CCCC2=CC=CC=C12)C1=NC(=NC(=N1)N1CCOCC1)NC1=CC(=C(C=C1)C)C [4-(3,4-Dihydro-2H-quinolin-1-yl)-6-morpholin-4-yl-[1,3,5]triazin-2-yl]-(3,4-dimethylphenyl)-amine